N1(N=NN=C1)C[C@H](C)OC1=C(C#N)C=CC(=C1)C=1C=NC(=NC1)NC=1C(=NN(C1)C1CCC(CC1)N1CCOCC1)OCCC=1OC=CN1 2-(((S)-1-(1H-tetrazol-1-yl)propan-2-yl)oxy)-4-(2-((1-((1r,4r)-4-morpholinocyclohexyl)-3-(2-(oxazol-2-yl)ethoxy)-1H-pyrazol-4-yl)amino)pyrimidin-5-yl)benzonitrile